C1(CC1)C1=NC=CC=C1C1=C(OC2=C(N=CN=N2)N2CC3(CC4CCC(C3)N4)C2)C=CC(=C1)F 1-{6-[2-(2-cyclopropylpyridin-3-yl)-4-fluorophenoxy]-1,2,4-triazin-5-yl}-8'-azaspiro[azetidine-3,3'-bicyclo[3.2.1]octane]